butane-1,2,3-tricarboxylic acid C(C(C(C)C(=O)O)C(=O)O)C(=O)O